di-tert-butyl (2R,4R)-4-((6-((1-(tert-butyl)-5-methyl-1H-pyrazol-3-yl)amino)-3-fluoro-4-isobutyrylpyridin-2-yl)methyl)-2-methylpiperidine-1,4-dicarboxylate C(C)(C)(C)N1N=C(C=C1C)NC1=CC(=C(C(=N1)C[C@@]1(C[C@H](N(CC1)C(=O)OC(C)(C)C)C)C(=O)OC(C)(C)C)F)C(C(C)C)=O